4-methyl-2-(pyridin-2-yl)-N-[(1s,4s)-4-{[6-chloro-2-(trifluoromethyl)quinolin-4-yl]amino}cyclohexyl]-1,3-thiazole-5-carboxamide CC=1N=C(SC1C(=O)NC1CCC(CC1)NC1=CC(=NC2=CC=C(C=C12)Cl)C(F)(F)F)C1=NC=CC=C1